FC1=CC=CC2=C1N=C(S2)N(CC#C)CCC2=CC=C(C=C2)OC 4-fluoro-N-(4-methoxyphenethyl)-N-(prop-2-yn-1-yl)benzo[d]thiazol-2-amine